NC=1N=NC(=CC1N1CCC(CC1)(C1=CC=CC=C1)CNC(=O)C1CCN(CC1)C=1C=C2C(N(C(C2=CC1)=O)C1C(NC(CC1)=O)=O)=O)C1=C(C=CC=C1)O N-((1-(3-amino-6-(2-hydroxyphenyl)pyridazin-4-yl)-4-phenylpiperidin-4-yl)methyl)-1-(2-(2,6-dioxopiperidin-3-yl)-1,3-dioxoisoindolin-5-yl)piperidine-4-carboxamide